1-[(2R,6S)-6-[[bis(4-methoxyphenyl)-phenyl-methoxy]methyl]-3,5-dihydroxy-6-(triisopropylsiloxymethyl)-1,4-dioxan-2-yl]-5-methyl-pyrimidine-2,4-dione COC1=CC=C(C=C1)C(OC[C@@]1(C(OC([C@@H](O1)N1C(NC(C(=C1)C)=O)=O)O)O)CO[Si](C(C)C)(C(C)C)C(C)C)(C1=CC=CC=C1)C1=CC=C(C=C1)OC